ClC1=NC=2N(C=C1)N=C(C2)C2=CC=C(C=C2)F 5-chloro-2-(4-fluorophenyl)pyrazolo[1,5-a]Pyrimidine